C1=C(C=CC2=CC=CC=C12)OP(=O)(OC1=C(C(=C(C(=C1F)F)F)F)F)N[C@@H](C)C(=O)OCC(CC)CC 2-ethylbutyl ((naphthalen-2-yloxy)(perfluorophenoxy) phosphoryl)-L-alaninate